SC(C(O)(O)C1=CC=CC=C1)CCC mercaptophenyl-pentanediol